C(C)(C)(C)OC(=O)N1CC(C1)=NO 3-(hydroxyimino)azetidine-1-carboxylic acid tert-butyl ester